C(C1=CC=CC=C1)OC(=O)N1C2(CC2)C=CC[C@@H](C1)NC(=O)OC(C)(C)C.OC=1C=C(C=CC1O)C(CSC1=NN=NN1C1=CC=C(C=C1)C)=O 1-(3,4-dihydroxyphenyl)-2-{(1-(4-methylphenyl)-1H-tetrazol-5-yl)thio}ethanone benzyl-(S)-6-((tert-butoxycarbonyl)amino)-4-azaspiro[2.6]non-8-ene-4-carboxylate